N1=C(C=CC=C1)C1=NC=2C=CC=CC2C2=C1N=C(N=C2)N 5-(pyridin-2-yl)pyrimido[4,5-c]quinolin-3-amine